NC(C#CC1=CC2=C(OC[C@@H](C(N2C)=O)NC(=O)N2N=CC(=C2)CC2=CC=C(C=C2)F)C=C1)(C)C (S)-N-(7-(3-amino-3-methylbut-1-yn-1-yl)-5-methyl-4-oxo-2,3,4,5-tetrahydrobenzo[b][1,4]oxazepin-3-yl)-4-(4-fluorobenzyl)-1H-pyrazole-1-carboxamide